2-(N-methylperfluoro-1-octanesulfonamido)ethanol tert-butyl-(S)-(1-(6-(4-chloro-1H-pyrazol-1-yl)pyridin-3-yl)ethyl)(methyl)carbamate C(C)(C)(C)CN(C(=O)OCCN(S(=O)(=O)C(C(C(C(C(C(C(C(F)(F)F)(F)F)(F)F)(F)F)(F)F)(F)F)(F)F)(F)F)C)[C@@H](C)C=1C=NC(=CC1)N1N=CC(=C1)Cl